oxa[5,6,9]triazacyclotridecine O1C=CC=NN=CC=NC=CC=C1